NCC=1C=C(C=CC1)C1=CC=CC=2N(C(NC21)=O)C2CCN(CC2)C(=O)NC2=CC(=C(C=C2)Cl)Cl 4-{4-[3-(aminomethyl)phenyl]-2-oxo-2,3-dihydro-1H-1,3-benzodiazol-1-yl}-N-(3,4-dichlorophenyl)piperidine-1-carboxamide